COC1=CC=C(C=C1)S(=O)(=O)NC1=CC=C(C=C1)N=CC=1C(=C2C=CC(OC2=CC1)(C)C)O 4-methoxy-N-(4-(((5-hydroxy-2,2-dimethyl-2H-chromen-6-yl)methylene)amino)phenyl)benzenesulfonamide